N-(methylsulfonyl)-4-(methylsulfonyl)benzamide methyl-2,2-difluoro-2-fluorosulfonyl-acetate COC(C(S(=O)(=O)F)(F)F)=O.CS(=O)(=O)NC(C1=CC=C(C=C1)S(=O)(=O)C)=O